ClC1=CC2=C(N(C(N=C2N2[C@H](CN(CC2)C(=O)OC(C)(C)C)C)=O)C=2C(=NC=CC2C)C(C)C)N=C1C1=C(C=C(C=2C=COC21)F)F tert-butyl (3S)-4-(6-chloro-7-(4,6-difluorobenzofuran-7-yl)-1-(2-isopropyl-4-methylpyridin-3-yl)-2-oxo-1,2-dihydropyrido[2,3-d]pyrimidin-4-yl)-3-methylpiperazine-1-carboxylate